C(CCCCCC)OC(C/C=C/CCO)OCCCCCCC (3E)-6,6-diheptyloxy-3-hexen-1-ol